2-(2-methanoyl-3-methyl-1H-pyrrol-1-yl)ethanol C(=O)C=1N(C=CC1C)CCO